2,3,5',8'-tetrahydro-6'H-spiro[indene-1,7'-quinazoline] dihydrochloride Cl.Cl.N1=CN=CC=2CCC3(CC12)CCC1=CC=CC=C13